P(=O)(O)(O)OCC(=O)[C@@H](O)[C@H](O)[C@H](O)[C@H](O)COP(=O)(O)O sedoheptulose 1,7-diphosphate